1-bromo-4-(propan-2-yl)benzene BrC1=CC=C(C=C1)C(C)C